1,4-dioxane-2-ol O1C(COCC1)O